1-methyl-6-methylsulfanyl-pyrazolo[3,4-d]Pyrimidin-4-amine CN1N=CC=2C1=NC(=NC2N)SC